FC1(CC1)C1=NC=NC(=C1B1OC(C(O1)(C)C)(C)C)OC 4-(1-fluorocyclopropyl)-6-methoxy-5-(4,4,5,5-tetramethyl-1,3,2-dioxaborolan-2-yl)pyrimidine